N-(2-Chloropyrimidin-4-yl)-3-(p-tolyl)isoxazol-5-amine ClC1=NC=CC(=N1)NC1=CC(=NO1)C1=CC=C(C=C1)C